5-{[9-Chloro-7-(5-fluoroindol-1-yl)-3,5-dihydro-2H-1,4-benzoxazepin-4-yl]methyl}-2,4-dihydropyrazol-3-one ClC1=CC(=CC=2CN(CCOC21)CC=2CC(NN2)=O)N2C=CC1=CC(=CC=C21)F